ClC=1C=C(C=C(C1)Cl)N1CCN(CC1)C(CCC1(NC(NC1=O)=O)CC(=O)OC)=O Methyl 2-[4-[3-[4-(3,5-dichlorophenyl)piperazin-1-yl]-3-oxo-propyl]-2,5-dioxo-imidazolidin-4-yl]acetate